phenyl-(ethylphenyl)pyridine C1(=CC=CC=C1)C=1C(=NC=CC1)C1=C(C=CC=C1)CC